3-(5-Carboxybenzoxazol-2-Yl)-7-[3-(Ethyloxycarbonyl)Propyl]Amino-Coumarin C(=O)(O)C=1C=CC2=C(N=C(O2)C=2C(OC3=CC(=CC=C3C2)NCCCC(=O)OCC)=O)C1